9-(7-chlorodibenzo[b,d]furan-4-yl)-9H-carbazole ClC1=CC2=C(C3=C(O2)C(=CC=C3)N3C2=CC=CC=C2C=2C=CC=CC32)C=C1